O=C1N[C@@]2(C(N1)=O)CN(CCC2)C(=O)OCC2=CC=CC=C2 R-benzyl 2,4-dioxo-1,3,7-triazaspiro[4.5]decane-7-carboxylate